2-(4-chlorophenoxy)-N-[(3s,6r)-6-{5-[4-(trifluoromethyl)phenyl]-1,3,4-oxadiazol-2-yl}piperidin-3-yl]propanamide ClC1=CC=C(OC(C(=O)N[C@@H]2CN[C@H](CC2)C=2OC(=NN2)C2=CC=C(C=C2)C(F)(F)F)C)C=C1